2-(3-hydroxyphenyl)-2-[(2-piperidine-4-ylethyl)amino]-N-(pyridine-4-ylmethyl)acetamid OC=1C=C(C=CC1)C(C(=O)NCC1=CC=NC=C1)NCCC1CCNCC1